3-(3-cyanophenyl)-N-(1H-indazol-7-yl)-2-oxooxazolidine-4-carboxamide bismuth-thulium-germanium [Ge].[Tm].[Bi].C(#N)C=1C=C(C=CC1)N1C(OCC1C(=O)NC=1C=CC=C2C=NNC12)=O